4-[(2S)-2-Amino-3-hydroxy-2-methylpropanoyl]-N-{1-[4-({4-[(1R)-1-aminoethyl]piperidin-1-yl}methyl)phenyl]-2-oxo-1,2-dihydropyrimidin-4-yl}piperazine-1-carboxamide hydrochloride salt Cl.N[C@](C(=O)N1CCN(CC1)C(=O)NC1=NC(N(C=C1)C1=CC=C(C=C1)CN1CCC(CC1)[C@@H](C)N)=O)(CO)C